ClC1=CC=C(C=N1)[C@@H](CCN1CCC(CC1)C(=O)OC)NC(=O)C1=CC2=CC=3C[C@@](CCC3N=C2C(=C1)F)(C(C)C)F methyl 1-((R)-3-(6-chloropyridin-3-yl)-3-((S)-4,7-difluoro-7-isopropyl-5,6,7,8-tetrahydroacridine-2-carboxamido)propyl)piperidine-4-carboxylate